Benzyl 1-(naphthalen-2-yl)spiro[3.3]heptane-2-carboxylate C1=C(C=CC2=CC=CC=C12)C1C(CC12CCC2)C(=O)OCC2=CC=CC=C2